(4-bromo-1-isopropyl-1H-pyrazol-5-yl)(morpholine) BrC=1C=NN(C1N1CCOCC1)C(C)C